N1C[C@H](CCC1)O (S)-3-piperidinol